BrC1=C(C(=CC(=C1)Br)F)N1N=C2N=C(NC(C2=C1)=O)OCC 2-(2,4-dibromo-6-fluorophenyl)-6-ethoxy-2,5-dihydro-4H-pyrazolo[3,4-d]pyrimidin-4-one